C1OCC12CN(C2)C2CCC(CC2)N2C(NC1=C2C=C(C(=C1)C=1C(=C(C=2N(C1)N=CN2)OC)C)C(C)C)=O 1-(4-(2-oxa-6-azaspiro[3.3]heptan-6-yl)cyclohexyl)-6-isopropyl-5-(8-methoxy-7-methyl-[1,2,4]triazolo[1,5-a]pyridin-6-yl)-1,3-dihydro-2H-benzo[d]imidazol-2-one